ClC=1C=CC(=C(C1)[C@@H]1[C@H](C1)C(=O)O)C#N |r| rac-(1S*,2S*)-2-(5-chloro-2-cyanophenyl)cyclopropane-1-carboxylic acid